tert-butyl 4-bromo-7-(5-(4-methylpiperazin-1-yl)-1H-benzo[d]imidazol-2-yl)-1-oxoisoindole-2-carboxylate BrC1=C2CN(C(C2=C(C=C1)C1=NC2=C(N1)C=CC(=C2)N2CCN(CC2)C)=O)C(=O)OC(C)(C)C